Acetaldehyd C(C)=O